ClC=1C=CC=2C=CC3=CC=C(C=C3C2C1)Cl 3,6-dichlorophenanthrene